(3R)-3-{[7-(cyclobutyloxy)-2-(4-methoxyphenyl)[1,2,4]triazolo[1,5-c]quinazolin-5-yl]amino}azepin-2-one manganese(II) trifluoromethanesulfonate FC(S(=O)(=O)[O-])(F)F.[Mn+2].C1(CCC1)OC1=CC=CC=2C=3N(C(=NC12)NC=1C(N=CC=CC1)=O)N=C(N3)C3=CC=C(C=C3)OC.FC(S(=O)(=O)[O-])(F)F